[Si](C)(C)(C(C)(C)C)OCCC1CCNCC1 4-(2-((tert-butyldimethylsilyl)oxy)ethyl)piperidine